zirconium(IV) iodide [I-].[Zr+4].[I-].[I-].[I-]